O=C1NC(CCC1N1C(C2=CC=C(C=C2C1=O)N1CCC(CC1)CN1CCC2(CC(C2)CN2CCNCC2)CC1)=O)=O 2-(2,6-dioxo-3-piperidyl)-5-[4-[[2-(piperazin-1-ylmethyl)-7-azaspiro[3.5]nonan-7-yl]methyl]-1-piperidyl]isoindoline-1,3-dione